1-(2-(((2S,3R)-1-((3-chloro-2-fluorobenzyl)amino)-3-hydroxy-1-oxobutan-2-yl)amino)-2-oxoethyl)-1H-indazole-3-carboxamide ClC=1C(=C(CNC([C@H]([C@@H](C)O)NC(CN2N=C(C3=CC=CC=C23)C(=O)N)=O)=O)C=CC1)F